tert-butyl N-(3-{[(1S,3R)-3-{[(tert-butyldiphenylsilyl)oxy]methyl}cyclopentyl] methoxy}phenyl)carbamate [Si](C1=CC=CC=C1)(C1=CC=CC=C1)(C(C)(C)C)OC[C@H]1C[C@H](CC1)COC=1C=C(C=CC1)NC(OC(C)(C)C)=O